NC1=NC(=C(C=2N1N=C(N2)NC2=NC=CC=C2)C2=NN(C(C=C2)=O)C)C2=C(C#N)C=CC=C2 (5-amino-8-(1-methyl-6-oxo-1,6-dihydropyridazin-3-yl)-2-(pyridin-2-ylamino)-[1,2,4]triazolo[1,5-c]pyrimidin-7-yl)benzonitrile